C(C)(C)(C)NC(=O)NOCCCCCCCCCCCS 1-(tert-butyl)-3-((11-mercaptoundecyl)oxy)urea